methyl 2-(cis-6-bromo-3-oxo-1H-cyclopropa[c]isoquinolin-2(1aH,3H,7bH)-yl)acetate BrC1=CC=2[C@@H]3[C@H](N(C(C2C=C1)=O)CC(=O)OC)C3